ClC1=CC=C(C=C1)[C@H](CN1C(OC(=N1)CN1C=NC=2N=CN(C2C1=O)C)=O)C (R)-3-(2-(4-chlorophenyl)propyl)-5-((7-methyl-6-oxo-6H-purin-1(7H)-yl)methyl)-1,3,4-oxadiazol-2(3H)-one